ClC1=C(C=C(OCC(=O)NC2CCC(CC2)N2N=CC(=C2)C2=NC=C(C=C2)C(F)(F)F)C=C1)F 2-(4-chloro-3-fluorophenoxy)-N-[(1r,4r)-4-(4-[5-(trifluoromethyl)pyridin-2-yl]-1H-pyrazol-1-yl)cyclohexyl]acetamide